2-(11-ethyl-1,9-diazatricyclo[6.3.1.04,12]dodeca-2,4,6,8(12)-tetraen-2-yl)-4-fluoro-6-methoxycarbonyl-pyrazolo[1,5-a]pyridine-3-carboxylic acid C(C)C1CNC=2C=CC=C3C=C(N1C32)C3=NN2C(C(=CC(=C2)C(=O)OC)F)=C3C(=O)O